fluoro-4-(((trans-2-(furan-3-yl)cyclopropyl)amino)methyl)piperidine-1-carboxylic acid benzyl ester C(C1=CC=CC=C1)OC(=O)N1C(CC(CC1)CN[C@H]1[C@@H](C1)C1=COC=C1)F